1-Methyl 4-(4-(tetradecyloxy) butyl) 2-methylenesuccinate C=C(C(=O)OC)CC(=O)OCCCCOCCCCCCCCCCCCCC